(4-((4,5-dichloropyridin-2-yl)amino)-3-(1-methyl-1H-pyrazol-3-yl)phenyl)acrylamide ClC1=CC(=NC=C1Cl)NC1=C(C=C(C=C1)C(C(=O)N)=C)C1=NN(C=C1)C